1-di-n-butylamino-disiloxane C(CCC)N([SiH2]O[SiH3])CCCC